NN1C=NC=C1 1-Amino-1H-imidazole